C(C)(C)(C)OC(=O)N1CC(CC1)CC=1C(=NC=2N(C1C)N=C(N2)C)C 3-((2,5,7-trimethyl-[1,2,4]triazolo[1,5-a]pyrimidin-6-yl)methyl)pyrrolidine-1-carboxylic acid (R)-tert-butyl ester